1-(4-(6-((4-(6-(1-Methyl-1H-indol-3-yl)imidazo[1,2-a]pyridin-3-yl)pyrimidin-2-yl)amino)pyridin-3-yl)piperazin-1-yl)ethan-1-one CN1C=C(C2=CC=CC=C12)C=1C=CC=2N(C1)C(=CN2)C2=NC(=NC=C2)NC2=CC=C(C=N2)N2CCN(CC2)C(C)=O